P(=O)(OCCN(C(CNCC#C)=O)CC#C)(OCC[N+](C)(C)C)[O-] 2-(N-(prop-2-yn-1-yl)-2-(prop-2-yn-1-ylamino)acetamido)ethyl (2-(trimethylammonio)ethyl) phosphate